Methacryloxymethyl-methyl-dimethoxysilan C(C(=C)C)(=O)OC[Si](OC)(OC)C